4-(chloromethyl)-5-(difluoromethoxy)-1-methyl-3-(trifluoromethyl)-1H-pyrazole ClCC=1C(=NN(C1OC(F)F)C)C(F)(F)F